N-(2,2-difluoro-1-methylcyclopropyl)-4-(5-(4-fluoro-2,6-dimethylphenoxy)-1-methyl-2-oxo-1,2-dihydropyridin-4-yl)-6-methyl-7-oxo-6,7-dihydro-1H-pyrrolo[2,3-c]pyridine-2-carboxamide FC1(C(C1)(C)NC(=O)C1=CC2=C(C(N(C=C2C2=CC(N(C=C2OC2=C(C=C(C=C2C)F)C)C)=O)C)=O)N1)F